1-methyl-N-[(1s,4s)-4-{[2-(trifluoromethyl)quinolin-4-yl]amino}cyclohexyl]-1H-indazole-5-carboxamide CN1N=CC2=CC(=CC=C12)C(=O)NC1CCC(CC1)NC1=CC(=NC2=CC=CC=C12)C(F)(F)F